OCC1(CC1)S(=O)(=O)C=1C=C(OC[C@H](CN[C@@H]2COC3(C2)CCN(CC3)S(=O)(=O)C=3C=C(C=CC3)C3=CC=C(C=C3)CNCCOC)O)C=CC1 (S)-1-(3-(1-(Hydroxymethyl)cyclopropylsulfonyl)phenoxy)-3-((S)-8-(4'-((2-methoxyethylamino)methyl)biphenyl-3-ylsulfonyl)-1-oxa-8-azaspiro[4.5]decan-3-ylamino)propan-2-ol